C(C)N(C(C1=CC(=C(C=C1)NC1=CC(=CC=C1)C(F)(F)F)C=1N=NN(N1)C)=O)CC N,N-diethyl-3-(2-methyl-2H-tetrazol-5-yl)-4-((3-(trifluoromethyl)phenyl)amino)benzamide